4-chloro-2-(piperidin-1-yl)aniline ClC1=CC(=C(N)C=C1)N1CCCCC1